3-(1,2-benzisothiazol-3-yl)-5-[2-[4-(1,2-benzimidazol-3-yl)-1-piperazinyl]ethyl]-6-chloro-1,3-dihydro-2H-indol-2-one S1N=C(C2=C1C=CC=C2)C2C(NC1=CC(=C(C=C21)CCN2CCN(CC2)C2N=NC1=C2C=CC=C1)Cl)=O